N1=CC=CC(=C1)C1N(C)CCC1.C([C@H](O)C1=CC=CC=C1)(=O)O |r| racemic-mandelic acid nicotine salt